rac-3-(isoquinolin-4-yl)-6-(3,3,3-trifluoroprop-1-en-2-yl)quinazoline-2,4(1H,3H)-dione C1=NC=C(C2=CC=CC=C12)N1C(NC2=CC=C(C=C2C1=O)C(=C)C(F)(F)F)=O